ls-2,2'-(pyrimidine-2,4-diylbis(piperidine-1,3-diyl))bis(1H-benzo[d]imidazole) N1=C(N=C(C=C1)N1CC(CCC1)C1=NC2=C(N1)C=CC=C2)N2CC(CCC2)C2=NC1=C(N2)C=CC=C1